OCC1=C(C(=CC2=C1N=CS2)N2C(C1=CC=CC=C1CC2)=O)C(=O)[O-] 4-(hydroxymethyl)-6-(1-oxo-3,4-dihydroisoquinolin-2-yl)-1,3-benzothiazole-5-carboxylate